7-((S)-1-methoxypropan-2-yl)-2-((1-(1-methoxypropan-2-yl)-3-(oxetan-3-yloxy)-1H-pyrazol-4-yl)amino)-7H-pyrrolo[2,3-d]pyrimidine-6-carbonitrile COC[C@H](C)N1C(=CC2=C1N=C(N=C2)NC=2C(=NN(C2)C(COC)C)OC2COC2)C#N